5-[(1R)-1-(5-fluoro-2-pyridinyl)ethoxy]-7-[5-methyl-1-(4-piperidinyl)triazol-4-yl]imidazo[1,2-a]pyridine-3-carbonitrile, hydrochloride Cl.FC=1C=CC(=NC1)[C@@H](C)OC1=CC(=CC=2N1C(=CN2)C#N)C=2N=NN(C2C)C2CCNCC2